NC[C@]1(C(NC(N1)=O)=O)C=1N(C=CN1)C |r| rac-5-(aminomethyl)-5-(1-methyl-1H-imidazol-2-yl)imidazolidine-2,4-dione